NC1=CC=C(C=C1)C1=NC(=NC(=N1)C1=CC=C(C=C1)N)C1=CC=C(C=C1)N 1,3,5-tri(4-aminophenyl)-2,4,6-triazine